C(C1=CC=CC=C1)C1=C(C2=C(N(C(N(C2=O)C2=CC=CC=C2)=O)C2=CC=CC=C2)N(C1=O)C1CC1)O 6-benzyl-8-cyclopropyl-5-hydroxy-1,3-diphenylpyrido[2,3-d]pyrimidine-2,4,7(1H,3H,8H)-trione